C(CCCCCCC)N1C(NCC(C1)C(=O)OCC)=O ethyl 1-octyl-2-oxohexahydropyrimidine-5-carboxylate